S1C=NC2=C1C=CC(=C2)NC2=CC=NC1=CC(=C(C=C21)C2=C(C=C(C=C2)C(=O)N2CC1(COC1)C2)F)F (4-(4-(benzo[d]thiazol-5-ylamino)-7-fluoroquinolin-6-yl)-3-fluorophenyl)(2-oxa-6-azaspiro[3.3]heptan-6-yl)methanone